C(CCC)OC\C=C\COCCCC (E)-1,4-dibutoxybut-2-ene